2-Methyl-N-(3-(pyrrolidin-1-ylmethyl)-1,2,4-thiadiazol-5-yl)-5-(3-(trifluoromethoxy)phenyl)thiophene-3-carboxamide CC=1SC(=CC1C(=O)NC1=NC(=NS1)CN1CCCC1)C1=CC(=CC=C1)OC(F)(F)F